C(CCC)[Sn](C=1N=CC=2N(C1)C=C(N2)NC(C)=O)(CCCC)CCCC N-(6-(tributylstannyl)imidazo[1,2-a]pyrazin-2-yl)acetamide